C[C@@H]1N(C[C@H](N(C1)C(C)C=1C=C2N=CC=NC2=CC1)C)N1N=C2C(N(C(C=C2)=O)C)=C1 ((2S,5R)-2,5-dimethyl-4-(1-(quinoxalin-6-yl)ethyl)piperazin-1-yl)-4-methyl-2,4-dihydro-5H-pyrazolo[4,3-B]pyridin-5-one